N1C=C(C2=CC=CC=C12)OS(=O)(=O)O.CC(C)NC(=O)C=1SC=CC1 N-(propan-2-yl)thiophene-2-carboxamide 3-indolyl-sulfate